benzyl (((1R,5S,6r)-3-(1-(2,3-dichlorophenyl)-2-methyl-6-oxo-1,6-dihydropyrimidin-4-yl)-6-(4-methylthiazol-2-yl)-3-azabicyclo[3.1.0]hexan-6-yl)methyl)carbamate ClC1=C(C=CC=C1Cl)N1C(=NC(=CC1=O)N1C[C@H]2C([C@H]2C1)(C=1SC=C(N1)C)CNC(OCC1=CC=CC=C1)=O)C